NC(C(=O)N)CC(=O)OC(C)(C)C 2-amino-4-(tert-butoxy)-4-oxobutanamide